1-(1-((1-(2-hydroxyacetyl)azetidin-3-yl)methyl)-7-(4-(trifluoromethyl)-phenoxy)-3,4-dihydro-isoquinolin-2(1H)-yl)-3-(methylsulfonyl)-propan-1-one OCC(=O)N1CC(C1)CC1N(CCC2=CC=C(C=C12)OC1=CC=C(C=C1)C(F)(F)F)C(CCS(=O)(=O)C)=O